N1-((3S,8R,9S,10R,13S,14S)-10,13-dimethyl-17-(pyridin-3-yl)-2,3,4,7,8,9,10,11,12,13,14,15-dodecahydro-1H-cyclopenta[a]phenanthren-3-yl)-N9-hydroxynonanediamide C[C@]12[C@H]3CC[C@@]4(C(=CC[C@H]4[C@@H]3CC=C2C[C@H](CC1)NC(CCCCCCCC(=O)NO)=O)C=1C=NC=CC1)C